t-butyl 6-oxo-1-azaspiro[4.4]nonan-1-carboxylate O=C1C2(CCCN2C(=O)OC(C)(C)C)CCC1